(R)-6-(2-ethyl-5-fluoro-4-hydroxyphenyl)-3-(5-prolyl-1,4,5,6-tetrahydropyrrolo[3,4-d]imidazol-2-yl)-1H-indazole C(C)C1=C(C=C(C(=C1)O)F)C1=CC=C2C(=NNC2=C1)C1=NC2=C(N1)CN(C2)C([C@@H]2NCCC2)=O